Tert-butyl ((4-amino-2-oxo-2H-benzo[e][1,3]oxazin-7-yl)methyl)(tert-butoxycarbonyl)carbamate NC1=NC(OC2=C1C=CC(=C2)CN(C(OC(C)(C)C)=O)C(=O)OC(C)(C)C)=O